6-AMINO-4-CYCLOPROPOXYNICOTINALDEHYDE NC1=NC=C(C=O)C(=C1)OC1CC1